(S)-2-((R)-2-methoxybutanamido)-4-methyl-N-((S)-3-oxo-1-((S)-2-oxopyrrolidin-3-yl)-4-(trifluoromethoxy)butan-2-yl)pentanamide CO[C@@H](C(=O)N[C@H](C(=O)N[C@@H](C[C@H]1C(NCC1)=O)C(COC(F)(F)F)=O)CC(C)C)CC